COC1=CC=C(C=C1)C1CC(OC=2CCCC(C12)=O)=O 4-(4-methoxyphenyl)-4,6,7,8-tetrahydro-2H-chromene-2,5(3H)-dione